(S)-4-(1-hydroxycyclopentyl)-N-(5-methyl-4-oxo-2,3,4,5-tetrahydrobenzo[b][1,4]oxazepin-3-yl)picolinamide OC1(CCCC1)C1=CC(=NC=C1)C(=O)N[C@@H]1C(N(C2=C(OC1)C=CC=C2)C)=O